(5Z)-3-methyl-5-[[1-(p-tolyl)pyrazol-4-yl]methylene]-2-thioxo-thiazolidin-4-one CN1C(S\C(\C1=O)=C/C=1C=NN(C1)C1=CC=C(C=C1)C)=S